COC(=O)C1=NC(=C(C(=C1Cl)N)F)C1=CC=C(C=C1)Br 4-amino-6-(4-bromophenyl)-3-chloro-5-fluoro-pyridine-2-carboxylic acid methyl ester